C(C)OC(=O)C1=CC(=NN1)O.FC(C1=CC=C(C=C1)C(C)=O)(F)F 1-(4-(trifluoromethyl)phenyl)ethanone ethyl-3-hydroxy-1H-pyrazole-5-carboxylate